(R)-2-bromo-6-methyl-4,5,6,7-tetrahydrothiazolo[5,4-c]pyridine 2,2,2-trifluoroacetate FC(C(=O)O)(F)F.BrC=1SC=2CN[C@@H](CC2N1)C